C(C)C(C(=O)O)(C(=O)O)CC.C(C)OC1=C(C=C(C=C1)C1=NOC(=N1)C1CCNCC1)OC 4-(3-(4-ethoxy-3-methoxyphenyl)-1,2,4-oxadiazol-5-yl)piperidin diethylmalonate